difluoromethyl-5-[4-(3,3-dimethylmorpholin-4-yl)-6-[(3R)-3-methylmorpholin-4-yl]-1,3,5-triazin-2-yl]pyridin-2-amine FC(F)C=1C(=NC=C(C1)C1=NC(=NC(=N1)N1C(COCC1)(C)C)N1[C@@H](COCC1)C)N